((2-phenoxyethyl)seleno)-N-(4-(trifluoromethyl)phenyl)benzamide O(C1=CC=CC=C1)CC[Se]C1=C(C(=O)NC2=CC=C(C=C2)C(F)(F)F)C=CC=C1